trans-methyl 1-benzyl-4-methoxypyrrolidine-3-carboxylate C(C1=CC=CC=C1)N1C[C@H]([C@@H](C1)OC)C(=O)OC